C(C)(C)(C)OC(=O)N1C(CC(=CC1)C(=O)O)C methyl-3,6-dihydropyridine-1,4(2H)-dicarboxylic acid 1-tert-butyl ester